FC1=C(C=CC(=C1)OCCCCCCCCCCCCCC)S(=O)(=O)C=1C=NC2=CC=C(C=C2C1N1CCC(CC1)N1CCC(CC1)N1CCN(CC1)C)S(=O)C 3-((2-fluoro-4-(tetradecyloxy)phenyl)sulfonyl)-4-(4-(4-methylpiperazin-1-yl)-[1,4'-bipiperidin]-1'-yl)-6-(methylsulfinyl)quinoline